C(C1=CC=CC=C1)CP(C)C benzyltrimethylphosphine